NC1=NC=CC(=C1Cl)SC1=CN=C(N=N1)N1CCC2(CC1)OC1=C([C@H]2N)C=CC=C1 (R)-1'-(6-((2-amino-3-chloropyridin-4-yl)thio)-1,2,4-triazin-3-yl)-3H-spiro[benzofuran-2,4'-piperidin]-3-amine